[N+](=O)([O-])C1=CC=C(C=C1)N1C2=CC=CC=C2SC=2C=CC=CC12 10-(4-nitrophenyl)phenothiazine